C(C)(=O)OC(C(=O)N(C)C1CCC(CC1)N1N=C2C=C(C(=CC2=C1)C(NC=1C=NN2C1N=CC=C2)=O)OC)(C)C 1-(((1r,4r)-4-(6-methoxy-5-(pyrazolo[1,5-a]pyrimidin-3-ylcarbamoyl)-2H-indazol-2-yl) cyclohexyl) (methyl) amino)-2-methyl-1-oxopropan-2-yl acetate